O=C1CCC2=CC(=CC=C12)NC=1C(C(C1NCC1=NC=CC=C1)=O)=O 3-((1-oxo-2,3-dihydro-1H-inden-5-yl)amino)-4-((pyridin-2-ylmethyl)amino)cyclobut-3-ene-1,2-dione